CC(=[Hf](C1=C(C=CC=2C3=CC=C(C=C3CC12)C(C)(C)C)C(C)(C)C)C1C=CC=C1)C1=CC=CC=C1 methyl(phenyl)methylene(cyclopentadienyl)(2,7-di-tert-butylfluorenyl)hafnium